CC(C)(C)[S@@](=O)N[C@H](C)C=1C=C(C=C2C(N(C(=NC12)C)C)=O)C (R)-2-methyl-N-((R)-1-(2,3,6-trimethyl-4-oxo-3,4-dihydroquinazolin-8-yl)ethyl)propane-2-sulfinamide